5-(Chloromethyl)-4-(methylsulfonyl)oxazole ClCC1=C(N=CO1)S(=O)(=O)C